(S)-2-((2-(2,6-difluoro-4-(methylcarbamoyl)phenyl)-6-methyl-3H-imidazo[4,5-b]pyridin-3-yl)methyl)morpholine-4-carboxylic acid methyl ester COC(=O)N1C[C@@H](OCC1)CN1C(=NC=2C1=NC=C(C2)C)C2=C(C=C(C=C2F)C(NC)=O)F